(3-bromo-1H-indol-5-yl)(morpholino)methanone BrC1=CNC2=CC=C(C=C12)C(=O)N1CCOCC1